(5-fluoro-4-((4-(piperazin-1-yl) phenyl) amino) pyrimidin-2-yl) aminobenzoate NC1=C(C(=O)OC2=NC=C(C(=N2)NC2=CC=C(C=C2)N2CCNCC2)F)C=CC=C1